N(=[N+]=[N-])CCOCCOCCOCCOCCN1C(C(=C(C1=O)Br)Br)=O 1-(14-azido-3,6,9,12-tetraoxatetradecyl)-3,4-dibromo-1H-pyrrole-2,5-dione